N1CNCC1 (2Z)-imidazolidin